trans-N-(8-amino-7-fluoro-6-(4-methylpyridin-3-yl)isoquinolin-3-yl)-2-(1-(2-hydroxyethyl)-1H-pyrazol-4-yl)-3-methylcyclopropane-1-carboxamide NC=1C(=C(C=C2C=C(N=CC12)NC(=O)C1C(C1C)C=1C=NN(C1)CCO)C=1C=NC=CC1C)F